benzyl-3-(2-((tert-butylsulfinyl)amino)pent-4-yn-2-yl)azetidine C(C1=CC=CC=C1)N1CC(C1)C(C)(CC#C)NS(=O)C(C)(C)C